O1CCC[C@]12[C@@H](CCC2)N2N=CC(=C2)C=2C(=C(C=CC2)NC2=CC(=NC=C2C(=O)N)NC(=O)C2CC2)OC 4-((3-(1-((5R,6R)-1-oxaspiro[4.4]nonan-6-yl)-1H-pyrazol-4-yl)-2-methoxyphenyl)amino)-6-(cyclopropanecarboxamido)nicotinamide